N-[1-(2-hydroxy-2-methylpropyl)-5-(trifluoromethyl)-1H-pyrazol-4-yl]carbamic acid tert-butyl ester C(C)(C)(C)OC(NC=1C=NN(C1C(F)(F)F)CC(C)(C)O)=O